methyl (1r,4r)-4-(4-bromophenoxy)cyclohexane-1-carboxylate BrC1=CC=C(OC2CCC(CC2)C(=O)OC)C=C1